FC(C(O)OC)(C(C(O)OC)(F)F)F 2,2,3,3-tetrafluoro-1,4-dimethoxybutane-1,4-diol